1-(2,4-difluorophenyl)-1,2,3,4-tetrahydroisoquinoline FC1=C(C=CC(=C1)F)C1NCCC2=CC=CC=C12